((2r,3r,4s,5r,6r)-4-(4-(3-fluorophenyl)-1H-1,2,3-triazol-1-yl)-5-hydroxy-6-(hydroxymethyl)-3-methoxytetrahydro-2H-pyran-2-yl)(4-(4-hydroxyphenyl)piperazin-1-yl)methanone FC=1C=C(C=CC1)C=1N=NN(C1)[C@@H]1[C@H]([C@@H](O[C@@H]([C@@H]1O)CO)C(=O)N1CCN(CC1)C1=CC=C(C=C1)O)OC